[2-(acryloyloxy)ethyl]ethyldimethylammonium C(C=C)(=O)OCC[N+](C)(C)CC